2-(2,6-Dioxopiperidin-3-yl)-5-(4-((4-(hydroxymethyl)piperidin-1-yl)methyl)piperidin-1-yl)isoindoline-1,3-dione O=C1NC(CCC1N1C(C2=CC=C(C=C2C1=O)N1CCC(CC1)CN1CCC(CC1)CO)=O)=O